CC1CC=2C(CN1C(=O)O)=C(NN2)C(=O)O 6-methyl-2,4,6,7-tetrahydro-5H-pyrazolo[4,3-c]Pyridine-3,5-dicarboxylic acid